(5-((R)-8-phenyl-7,8-dihydro-6H-pyrrolo[2',1':2,3]imidazo[4,5-b]pyridin-2-yl)pyrimidin-2-yl)(tetrahydro-2H-pyran-4-yl)methanol C1(=CC=CC=C1)[C@H]1CCC2=NC=3C(=NC(=CC3)C=3C=NC(=NC3)C(O)C3CCOCC3)N21